CC1=NOC(=C1C=CC(=O)N)C 3-(3,5-dimethylisoxazol-4-yl)acrylamide